C(C1=CC=CC=C1)N[C@@H](C(=O)OC)C(C)C methyl (2R)-2-(benzylamino)-3-methyl-butanoate